N1(CCCCC1)CCNC(=O)OC(C(=O)O)CCCCCCCC (((2-(piperidin-1-yl)ethyl)carbamoyl)oxy)decanoic acid